boron bis(salicylate) C(C=1C(O)=CC=CC1)(=O)[O-].C(C=1C(O)=CC=CC1)(=O)[O-].[B+2]